FC=1C=C2C(=C(C(N(C2=CC1)C)=O)[N+](=O)[O-])N1CCN(CC1)C(=O)OC(C)(C)C tert-butyl 4-(6-fluoro-1-methyl-3-nitro-2-oxo-1,2-dihydroquinolin-4-yl)piperazine-1-carboxylate